BrC=1C=C(C=CC1)S(=O)NC(C1=C(C=C(C=C1)C1=NOC(C1)(C(F)(F)F)C1=CC(=CC(=C1)Cl)Cl)C)=O N-((3-bromophenyl)sulfinyl)-4-(5-(3,5-dichlorophenyl)-5-(trifluoromethyl)-4,5-dihydroisoxazol-3-yl)-2-methylbenzamide